FC(C(=O)O)(F)F.CC1=NC=C(C=C1NC(OC1CCCCC1)=O)C1=CC2=C(N=C(S2)NC(CCN2CCNCC2)=O)C=C1 cyclohexyl (2-methyl-5-(2-(3-(piperazin-1-yl)propanamido)benzo[d]thiazol-6-yl)pyridin-3-yl)carbamate 2,2,2-trifluoroacetate